4-(7-fluoro-1-(4-(trifluoromethyl)phenyl)-1H-indazol-3-yl)-1-((2-(methylamino)pyrimidin-4-yl)methyl)pyridin-2(1H)-one FC=1C=CC=C2C(=NN(C12)C1=CC=C(C=C1)C(F)(F)F)C1=CC(N(C=C1)CC1=NC(=NC=C1)NC)=O